OC(C1(CCN(CC1)CC1=CC=C(C=C1)NC(C)=O)C1=NC=CC=C1)C1=CC=CC=C1 N-(4-((4-(hydroxy(phenyl)methyl)-4-(pyridin-2-yl)piperidin-1-yl)methyl)phenyl)acetamide